2-(3-fluoro-2-methoxy-5-((R)-tetrahydrofuran-2-yl)phenyl)-2-((R)-3-(methyl(5-(5,6,7,8-tetrahydro-1,8-naphthyridin-2-yl)pentyl)amino)pyrrolidin-1-yl)acetic acid FC=1C(=C(C=C(C1)[C@@H]1OCCC1)C(C(=O)O)N1C[C@@H](CC1)N(CCCCCC1=NC=2NCCCC2C=C1)C)OC